3-((1R,2R,3S,4R)-5-(difluoromethylene)-3-(((1-methylcyclobutyl)methyl)aminocarbonyl)bicyclo[2.2.1]hept-2-yl)-4',6-difluoro-4-methoxy-[1,1'-biphenyl]-3,3'-dicarboxamide FC(=C1[C@H]2[C@@H]([C@@H]([C@@H](C1)C2)C2(CC(=C(C=C2OC)F)C2=CC(=C(C=C2)F)C(=O)N)C(=O)N)C(=O)NCC2(CCC2)C)F